ClC=1C(=CC(=NC1)OC)C1=CC(=NN1)C(=O)N1CCC(CC1)C(=O)NC1C(NCC2=CC=CC=C12)=O 1-(5-(5-chloro-2-methoxypyridin-4-yl)-1H-pyrazole-3-carbonyl)-N-(3-oxo-1,2,3,4-tetrahydroisoquinolin-4-yl)piperidine-4-carboxamide